2-diphenylphosphino-1,4-naphthalenediol 3,7-dimethyl-1,6-octadien-3-yl-acetate (linalyl-acetate) C(C)(C=C)(CCC=C(C)C)CC(=O)OC1=CC(=C(C2=CC=CC=C12)OC(CC(C=C)(CCC=C(C)C)C)=O)P(C1=CC=CC=C1)C1=CC=CC=C1